Methyl 3-(6-((4-(3,3-dimethylbutanoyl)-3-hydroxy-2-methylphenoxy)methyl)pyridazin-3-yl)-2-methoxybenzoate CC(CC(=O)C1=C(C(=C(OCC2=CC=C(N=N2)C=2C(=C(C(=O)OC)C=CC2)OC)C=C1)C)O)(C)C